FC(OC=1C=C(C=CC1)[C@H]1CC[C@H](CC1)OC[C@@H]1NCCC[C@@H]1NS(=O)(=O)C)(F)F N-(cis-2-(((cis-4-(3-(trifluoromethoxy)phenyl)-cyclohexyl)oxy)methyl)piperidin-3-yl)methanesulfonamide